N-[6-(2,2-difluoroethoxy)-5-fluoro-2-methoxy-3-pyridinyl]-7-methyl-imidazo[1,2-a]pyridine-3-sulfonamide FC(COC1=C(C=C(C(=N1)OC)NS(=O)(=O)C1=CN=C2N1C=CC(=C2)C)F)F